ClC1=CC=C(C=C1)[C@H]([C@H]1O[C@H]([C@@H]([C@@H]1O)O)N1C=C(C2=C1NC=NC2=NN)F)O (2R,3S,4R,5R)-2-((R)-(4-chlorophenyl)(hydroxy)methyl)-5-(5-fluoro-4-hydrazineylidene-1,4-dihydro-7H-pyrrolo[2,3-d]pyrimidin-7-yl)tetrahydrofuran-3,4-diol